ClC1=C(C(=C(C=C1OC)OC)Cl)C1=CC2=C(N=C(N=C2)N[C@@H]2COCC[C@@H]2NC(C=C)=O)C(=N1)NCC(C)(C)C N-((3S,4S)-3-((6-(2,6-dichloro-3,5-di-methoxyphenyl)-8-(neopentylamino)pyrido[3,4-d]pyrimidin-2-yl)amino)tetra-hydro-2H-pyran-4-yl)acrylamide